OC1=CC=C(C=C1)C=1C2=CC=C(N2)C(=C2C=CC(C(=C3C=CC(=C(C=4C=CC1N4)C4=CC=CC=C4)N3)C3=CC=CC=C3)=N2)C2=CC=CC=C2 5-(4'-hydroxyphenyl)-10,15,20-triphenylporphyrin